C(=O)OCCC1=CC=CC=C1 2-phenylethyl formate